methyl-tertbutyl-dichlorosilane C[Si](Cl)(Cl)C(C)(C)C